methyl 3-(9-((4-(((tert-butoxycarbonyl)amino)methyl)-2,6-dimethylphenyl)carbamoyl)-4,5-dihydrobenzo[b]thieno[2,3-d]oxepin-8-yl)-6-(2-ethylpiperidine-1-carbonyl)picolinate C(C)(C)(C)OC(=O)NCC1=CC(=C(C(=C1)C)NC(=O)C1=CC2=C(OCCC3=C2SC=C3)C=C1C=1C(=NC(=CC1)C(=O)N1C(CCCC1)CC)C(=O)OC)C